C1(=CC=C(C=C1)C1=C(C=C2C(=N1)N=C(N2)O[C@@H]2CO[C@H]1[C@@H]2OCC1O)Cl)C1=CC=CC=C1 (3aR,6R,6aR)-6-((5-([1,1'-biphenyl]-4-yl)-6-chloro-1H-imidazo[4,5-b]pyridin-2-yl)oxy)hexahydrofuro[3,2-b]furan-3-ol